ethyl 5-(2-((tert-butoxycarbonyl)amino)ethoxy)-1H-pyrazole-4-carboxylate C(C)(C)(C)OC(=O)NCCOC1=C(C=NN1)C(=O)OCC